C(C=C(C)C)NC1=C2NC=NC2=NC=N1 N-(2-isopentenyl)adenine